NC1=C(C(=NN1C(C)C)C=1C=NC(=CC1)C(C(=O)NC1=NOC(=C1)C(CC)(C)C)C)C(=O)N 5-Amino-3-[6-[2-[[5-(1,1-dimethylpropyl)isoxazol-3-yl]amino]-1-methyl-2-oxo-ethyl]-3-pyridyl]-1-isopropyl-pyrazole-4-carboxamide